1-(3-chlorophenyl)-2,2-dimethyl-4-((4-(methylsulfonyl)phenoxy)methyl)pyrrolidine ClC=1C=C(C=CC1)N1C(CC(C1)COC1=CC=C(C=C1)S(=O)(=O)C)(C)C